1,2,3,4-tetrahydroquinazolin-2,4-dione N1C(NC(C2=CC=CC=C12)=O)=O